CC(C(=O)O)(CC1=C(C=C(C=C1)OCC#C)[N+](=O)[O-])C 2,2-dimethyl-3-(2-nitro-4-propargyloxy-phenyl)-propionic acid